OC1=CC=C(C=C1)C(=C(CC)C1=CC=C(C=C1)O)C1=CC=C(C=C1)N1CCC(CC1)CN1C2CN(CC1CC2)C=2C=C1C(N(C(C1=CC2)=O)C2C(NC(CC2)=O)=O)=O 5-(8-((1-(4-(1,2-bis(4-hydroxyphenyl)but-1-en-1-yl)phenyl)piperidin-4-yl)methyl)-3,8-diazabicyclo[3.2.1]octan-3-yl)-2-(2,6-dioxopiperidin-3-yl)isoindoline-1,3-dione